N-[4-(3-chlorophenoxy)-3-sulfamylphenyl]-2-(3-chlorophenyl)acetamide ClC=1C=C(OC2=C(C=C(C=C2)NC(CC2=CC(=CC=C2)Cl)=O)S(N)(=O)=O)C=CC1